ClC1=CC(=C(C(=O)NCCC)C=C1)NC(=O)NC1=CC(=CC(=C1)Cl)Cl 4-chloro-2-[3-(3,5-dichlorophenyl)ureido]-N-propylbenzamide